(1R,2S,3R)-N-[7-chloro-6-[4-((3R,4R)-4-fluoro-3-methyl-tetrahydrofuran-3-yl)piperazin-1-yl]-3-isoquinolyl]-2-methyl-3-(1-methylpyrazol-4-yl)cyclopropanecarboxamide ClC1=C(C=C2C=C(N=CC2=C1)NC(=O)[C@@H]1[C@H]([C@H]1C=1C=NN(C1)C)C)N1CCN(CC1)[C@@]1(COC[C@@H]1F)C